BrC1=NC=C(C=C1C(F)(F)F)Cl 2-bromo-5-chloro-3-(trifluoromethyl)pyridine